2-((5R,8aS)-5-methyl-3-tributylstannyl-5,6,8a,9-tetrahydro-8H-7,10-dioxa-2,4,4b-triazaphenanthren-1-yl)-propan-2-ol C[C@H]1N2C=3N=C(N=C(C3OC[C@@H]2COC1)C(C)(C)O)[Sn](CCCC)(CCCC)CCCC